C(=O)=C1CCN(CC1)C(=O)OC(C)(C)C tert-Butyl 4-carbonylpiperidine-1-carboxylate